2-(ethoxymethylene)-3-oxo-butyric acid ethyl ester C(C)OC(C(C(C)=O)=COCC)=O